C(#C)C1=CC2=C(N(C=N2)C)C=C1F 5-ethynyl-6-fluoro-1-methyl-1,3-Benzodiazole